2,2''-diamino-[1,1':4',1'']terphenyl NC1=C(C=CC=C1)C1=CC=C(C=C1)C1=C(C=CC=C1)N